CC1=NN(C(=C1)C)C=1C=C(C=CC1)[C@H](CC(=O)OC(C)(C)C)CN1CC2(C1)CN(CC2)CC2=NC=1NCCCC1C=C2 tert-butyl (S)-3-(3-(3,5-dimethyl-1H-pyrazol-1-yl)phenyl)-4-(6-((5,6,7,8-tetrahydro-1,8-naphthyridin-2-yl)methyl)-2,6-diazaspiro[3.4]octan-2-yl)butyrate